tert-butyl (2R)-4-[3-bromo-6-nitro-2-(trifluoromethyl)phenyl]-2-formylpiperazine-1-carboxylate BrC=1C(=C(C(=CC1)[N+](=O)[O-])N1C[C@@H](N(CC1)C(=O)OC(C)(C)C)C=O)C(F)(F)F